2-(1H-pyrrole-1-yl)ethylamine N1(C=CC=C1)CCN